N-(benzylidene)thiazol-2-amine C(C1=CC=CC=C1)=NC=1SC=CN1